BrC=1C=C(N(C1)C=C)C(=O)N1C[C@H]([C@@H](CC1)C(=O)N1CCC(CC1)(O)CN1C=NC2=C(C1=O)C=CN2C)C2=CC=CC=C2 3-{[1-({(3R,4R)-1-[(4-bromo-1-vinyl-1H-pyrrol-2-yl)carbonyl]-3-phenylpiperidin-4-yl}carbonyl)-4-hydroxypiperidin-4-yl]methyl}-7-methyl-3,7-dihydro-4H-pyrrolo[2,3-d]pyrimidin-4-one